The molecule is a hexaric acid anion obtained by deprotonation of the two carboxy groups of 3-deoxy-D-threo-hex-2-ulosaric acid; major species at pH 7.3. It is a conjugate base of a 3-deoxy-D-threo-hex-2-ulosaric acid. C([C@H]([C@@H](C(=O)[O-])O)O)C(=O)C(=O)[O-]